C(C(C)C)C1=C(C=C(C=C1)C)OCC(C)C 1-iso-butyl-4-methyl-2-(2-methylpropoxy)benzene